Br.FC1=CC=C(C=C1)C=1N=C2SC=C(N2C1)CC(=O)OCC ethyl 2-[6-(4-fluorophenyl)imidazo[2,1-b]thiazol-3-yl]acetate hydrobromide